14,19-dioxa-5,7,27-triazatetracyclo[19.3.1.12,6.18,12]heptacosa-1(25),2,4,6(27),8,10,12(26),16,21,23-decaene C1=2C3=CC=NC(NC4=CC=CC(COCC=CCOCC(=CC=C1)C2)=C4)=N3